5,6-dipentyl-1H-benzimidazole-1-carboxylic acid methyl ester COC(=O)N1C=NC2=C1C=C(C(=C2)CCCCC)CCCCC